C(C1=CC=CC=C1)N1CCN(CCCN(CCC1)CC=1C(=C(C=C(C1)C)C(=O)NCP(O)(O)=O)O)CC=1C(=C(C=C(C1)C)C(=O)NCP(O)(O)=O)O {(4-benzyl-1,4,8-triazacycloundecane-1,8-diyl)bis[methylene(2-hydroxy-5-methyl-3,1-phenylene)carbonylazanediylmethylene]}bis(phosphonic acid)